N1C[C@H](CCC1)C(=O)OCC (S)-ethyl piperidine-3-carboxylate